((3-ethoxy-N-methyl-3-oxopropanamido)methyl)cyclopentane-1-carboxylic acid ethyl ester C(C)OC(=O)C1(CCCC1)CN(C(CC(=O)OCC)=O)C